(S)-N-(4-(5-(1-acryloylpiperidin-3-yl)-1,2,4-oxadiazol-3-yl)-2-fluorophenyl)-6-(1H-pyrazol-5-yl)picolinamide C(C=C)(=O)N1C[C@H](CCC1)C1=NC(=NO1)C1=CC(=C(C=C1)NC(C1=NC(=CC=C1)C1=CC=NN1)=O)F